CNC(C([2H])[2H])=O N-methylacetamide-2,2-d2